O1CC(NCC12CCCCC2)=O 1-oxa-4-azaspiro[5.5]undecan-3-one